tert-butyl-4-(4-isopropylpiperidin-1-yl)aniline C(C)(C)(C)NC1=CC=C(C=C1)N1CCC(CC1)C(C)C